2-(4-(Benzyl((tetrahydrofuran-2-yl)methyl)amino)butyl)-4-phenylpyridazin-3(2H)-on C(C1=CC=CC=C1)N(CCCCN1N=CC=C(C1=O)C1=CC=CC=C1)CC1OCCC1